1-nitropyrrolidine-2,5-dione [N+](=O)([O-])N1C(CCC1=O)=O